5-carbamoylmethyl-2-thio-uracil C(N)(=O)CC=1C(NC(NC1)=S)=O